P(=O)([O-])([O-])[O-].C(CCCCCCC)C([NH+](CC(CCCC)CC)CC(CCCC)CC)(CCCCCCCC)CCCCCCCC.C(CCCCCCC)C(CCCCCCCC)(CCCCCCCC)[NH+](CC(CCCC)CC)CC(CCCC)CC.C(CCCCCCC)C(CCCCCCCC)(CCCCCCCC)[NH+](CC(CCCC)CC)CC(CCCC)CC tri-n-octylmethyl-bis(2-ethylhexyl)ammonium phosphate